2-Methyl-5-(2-pyridyl)-1H-pyrazol-3-one CN1NC(=CC1=O)C1=NC=CC=C1